OC=1C=CC(=C(C=O)C1)B1OC(C(O1)(C)C)(C)C 5-hydroxy-2-(4,4,5,5-tetramethyl-1,3,2-dioxaborolan-2-yl)benzaldehyde